OC1=C(C=C(C=C1)I)C(C)=O 1-(2-hydroxy-5-iodophenyl)ethan-1-one